(2R,4R)-N-(4-(tert-butyl)phenyl)-1-cyano-N-(2-(cyclohexylamino)-2-oxo-1-(pyridin-3-yl)ethyl)-4-methoxypyrrolidine-2-carboxamide C(C)(C)(C)C1=CC=C(C=C1)N(C(=O)[C@@H]1N(C[C@@H](C1)OC)C#N)C(C(=O)NC1CCCCC1)C=1C=NC=CC1